CN(CC(=O)N1[C@@](CCC1)(C(=O)O)CC=C)C(=O)OC(C)(C)C methyl-N-Boc-glycyl-L-2-allylproline